BrC1=C2C(=NC(=C1)C(=O)NC1=C(C=CC=C1)CC(=O)OCC)NC=C2 ethyl 2-(2-(4-bromo-1H-pyrrolo[2,3-b]pyridine-6-carboxamido)phenyl)acetate